C1(CCCCCO1)=O z-caprolactone